C(C)(C1=CC=C(C=C1)OCC(CSC1=CC=C(C=C1)Cl)O)(C1=CC=C(C=C1)OCC(CSC1=CC=C(C=C1)Cl)O)C1=CC=C(C=C1)OCC(CSC1=CC=C(C=C1)Cl)O 3,3',3''-((ethane-1,1,1-triyltris(benzene-4,1-diyl))tris(oxy))tris(1-((4-chlorophenyl)thio)propan-2-ol)